N-(8-Fluoro-4-methylchroman-4-yl)-4-isopropyl-2-methylimidazolo[1,5-a]pyrimidine-8-carboxamide FC=1C=CC=C2C(CCOC12)(C)NC(=O)C=1N=CN2C1N=C(C=C2C(C)C)C